NC1=C(C(=NC(=C1)Cl)NC=1C=C2CC[C@@H](C2=CC1)NC(OC(C)(C)C)=O)[N+](=O)[O-] (S)-tert-butyl (5-((4-amino-6-chloro-3-nitropyridin-2-yl)amino)-2,3-dihydro-1H-inden-1-yl)carbamate